C(CCCCC(C)C)(=O)[O-].[Nd+3].C(CCCCC(C)C)(=O)[O-].C(CCCCC(C)C)(=O)[O-] Neodymium isooctanoate